((2-(((tert-Butoxycarbonyl)(2-(6-methoxy-3-nitropyridin-2-yl)ethyl)-amino)methyl)-3,4-dichlorophenyl)amino)-4,5-difluoro-benzoic acid methyl ester COC(C1=C(C=C(C(=C1)F)F)NC1=C(C(=C(C=C1)Cl)Cl)CN(CCC1=NC(=CC=C1[N+](=O)[O-])OC)C(=O)OC(C)(C)C)=O